ClC=1C=CC2=C(C3=C(O2)C=CC=C3B3OC(C(O3)(C)C)(C)C)C1 2-(8-chlorodibenzofuran-1-yl)-4,4,5,5-tetramethyl-1,3,2-dioxaborolan